FC(COC1=NC(=CC=C1N)COC)F 2-(2,2-difluoroethoxy)-6-(methoxymethyl)pyridin-3-amine